hydroxyl-propyl-ammonium phosphate P(=O)([O-])([O-])[O-].O[NH2+]CCC.O[NH2+]CCC.O[NH2+]CCC